NC=1C(=NC(=C(N1)C=1OC=CN1)C=1C=CC=2N(C1)C(=CN2)C)C(=O)NC[C@@H](C)O (R)-3-amino-N-(2-hydroxypropyl)-6-(3-methylimidazo[1,2-a]pyridin-6-yl)-5-(oxazol-2-yl)pyrazine-2-carboxamide